(S)-6-(2-((((9H-fluoren-9-yl)methoxy)carbonyl)amino)-6-((tert-butoxy-carbonyl)amino)hexanamido)hexanoic acid C1=CC=CC=2C3=CC=CC=C3C(C12)COC(=O)N[C@H](C(=O)NCCCCCC(=O)O)CCCCNC(=O)OC(C)(C)C